(4-(2-chlorophenyl)thiazol-2-yl)-5-(piperazin-1-yl)picolinamide hydrochloride Cl.ClC1=C(C=CC=C1)C=1N=C(SC1)C=1C(=NC=C(C1)N1CCNCC1)C(=O)N